OCC=1C=C(C=C(C1)[N+](=O)[O-])B(O)O (3-(hydroxymethyl)-5-nitrophenyl)boronic acid